[(2S,3R,4S,5R,6S)-4,5-diacetoxy-6-(1,3-dioxoisoindolin-2-yl)oxy-2-(fluoromethyl)tetrahydropyran-3-yl]acetate C(C)(=O)O[C@H]1[C@H]([C@H](O[C@H]([C@@H]1OC(C)=O)ON1C(C2=CC=CC=C2C1=O)=O)CF)CC(=O)[O-]